C(C)(C)(C)N(C(O)=O)CC1=CC=C(C=C1)CNC1=C(C=NC2=CC=CC=C12)N.CP(=O)(C)C1=C2C(=NC=C1)N(N=C2CC(C(=O)N)=C)C2=CC=C(C=C2)OC(F)(F)F ((4-(dimethylphosphoryl)-1-(4-(trifluoromethoxy)phenyl)-1H-pyrazolo[3,4-b]pyridin-3-yl)methyl)acrylamide tert-butyl-(4-(((3-aminoquinolin-4-yl)amino)methyl)benzyl)carbamate